N-(3-((2-((2-ethyl-4-((1R,5S)-8-methyl-3,8-diazabicyclo[3.2.1]octan-3-yl)phenyl)amino)-5-(trifluoromethyl)pyrimidin-4-yl)amino)propyl)-1-methylazetidine-3-carboxamide C(C)C1=C(C=CC(=C1)N1C[C@H]2CC[C@@H](C1)N2C)NC2=NC=C(C(=N2)NCCCNC(=O)C2CN(C2)C)C(F)(F)F